2-methyl-6-(1-methylcyclopropyl)pyrido[4,3-d]pyrimidin-7(6H)-one CC=1N=CC=2C(N1)=CC(N(C2)C2(CC2)C)=O